N-[1-(tert-butyl)-2-cyano-5-(4-fluorophenyl)-1H-pyrrolyl]-4-methylbenzenesulfonamide C(C)(C)(C)N1C(=C(C=C1C1=CC=C(C=C1)F)NS(=O)(=O)C1=CC=C(C=C1)C)C#N